ClC1=C(C=CC=C1)[C@H]1CC[C@H](N1C(C1=CC(=CC(=C1)OC)F)=O)C(=O)O (2S,5R)-5-(2-chlorophenyl)-1-(3-fluoro-5-methoxybenzoyl)pyrrolidine-2-carboxylic acid